6-benzyl-3-hexyl-6H-imidazo[1',2':1,6]Pyrido[3,4-b]Indole C(C1=CC=CC=C1)N1C=2C(C=3C=CC=CC13)=CC=1N(C2)C(=CN1)CCCCCC